ClC=1C=C(C=CC1)[C@@H](CN(C(OC(C)(C)C)=O)C)C(=O)N1CC=2CN(CC2C1)S(=O)(=O)C1=CC2=C(OCCO2)C=C1 Tert-butyl N-[(2S)-2-(3-chlorophenyl)-3-[5-(2,3-Dihydro-1,4-benzodioxine-6-sulfonyl)1H,2H,3H,4H,5H,6H-pyrrolo[3,4-c]pyrrol-2-yl]-3-oxopropyl]-N-methylcarbamate